1-[5-hydroxyhexyl]-3,7-dimethyl-xanthine OC(CCCCN1C(=O)N(C=2N=CN(C2C1=O)C)C)C